FC(C1=C(C(=CC(=C1)C(F)(F)F)C(F)(F)F)BC1=C(C=C(C=C1C(F)(F)F)C(F)(F)F)C(F)(F)F)(F)F bis(2,4,6-tris-trifluoromethylphenyl)borane